CC=1C=C(C=C(C1)C)C(CCP)C1=CC(=CC(=C1)C)C bis(3,5-dimethylphenyl)propylphosphine